COC(=O)C1=CC=C2\C(\C(NC2=C1)=O)=C(\C1=CC=CC=C1)/OC (E)-3-(methoxy(phenyl)methylene)-2-oxoindoline-6-carboxylic acid methyl ester